FC(CCCC(C(C(=O)N)CCC(F)(F)F)C(=O)N)(F)F 3-(4,4,4-trifluorobutyl)-2-(3,3,3-trifluoropropyl)succinamide